5-chloro-2-[3-(4-phenyl-3,6-dihydro-1(2H)-pyridinyl)propyl]-4(3H)-quinazolinone ClC1=C2C(NC(=NC2=CC=C1)CCCN1CCC(=CC1)C1=CC=CC=C1)=O